(azetidin-3-yl)-N-methylcarbamic acid tert-butyl ester C(C)(C)(C)OC(N(C)C1CNC1)=O